[Cl-].[Cl-].C1(=CC=CC=C1)C(C1=CC=CC=C1)=[Zr+2](C1=C(C=CC=2C3=CC=C(C=C3CC12)C(C)(C)C)C(C)(C)C)C1(C=C(C=C1)C(C)(C)C)CC diphenylmethylene(1-ethyl-3-t-butylcyclopentadienyl)(2,7-di-t-butyl-fluorenyl)zirconium dichloride